N'-acetyl-4-amino-N-(2-fluoro-4-(1-(trifluoromethyl)-1H-pyrazol-3-yl)benzyl)-N',1-dimethyl-1H-pyrazolo[4,3-c]quinoline-8-carbohydrazide C(C)(=O)N(N(C(=O)C1=CC=2C3=C(C(=NC2C=C1)N)C=NN3C)CC3=C(C=C(C=C3)C3=NN(C=C3)C(F)(F)F)F)C